NC1=NC2=CC=C(C=C2C=N1)C=1C(=C(C=CC1F)NS(=O)(=O)C1CC(CCC1)C(=O)OC)F methyl 3-{[3-(2-aminoquinazolin-6-yl)-2,4-difluorophenyl]sulfamoyl}cyclohexane-1-carboxylate